(E)-1-(3-hydroxyprop-1-en-1-yl)-4,4-dimethylcyclohexan-1-ol OC/C=C/C1(CCC(CC1)(C)C)O